(R)-4-(4-(4-(6-(2-(2,4-difluorophenyl)-1,1-difluoro-2-hydroxy-3-(1H-tetrazol-1-yl)propyl)pyridin-3-yl)benzyl)piperazin-1-yl)benzonitrile FC1=C(C=CC(=C1)F)[C@](C(F)(F)C1=CC=C(C=N1)C1=CC=C(CN2CCN(CC2)C2=CC=C(C#N)C=C2)C=C1)(CN1N=NN=C1)O